N1=C2C(=NC=C1)[C@@H](CC2)N2C(C(=CC=1C2=NC=CN1)C1CCN(CC1)C1=C(C=CC=C1C)F)=O (R)-5-(6,7-Dihydro-5H-cyclopenta[b]pyrazin-5-yl)-7-(1-(2-fluoro-6-methylphenyl)piperidin-4-yl)pyrido[2,3-b]pyrazin-6(5H)-one